2,3'-biphenyl C1=C(C=CC=C1)C=1C=CC=CC1